CN(C)C(CCN)N(C)C bis-dimethylaminopropylamine